C(C)OC(C)N1N=CC(=C1)B1OC(C)(C)C(C)(C)O1 1-(1-ethoxyethyl)-4-pyrazole-boronic acid pinacol ester